CN(CC[13C](=O)O)C N,N-dimethyl-beta-alanine-1-13C